C(=CCCCCCCC)(O)O nonenediol